6-(2,6-Diisopropylphenylimino)ethyl-2-acetylpyridin C(C)(C)C1=C(C(=CC=C1)C(C)C)N=CCC1=CC=CC(=N1)C(C)=O